C(C)(C)(C)OOOC(C1=CC=CC=C1)=O benzoic acid-tertiary-butyl-peroxy ester